(1s,3s)-3-(Dimethylcarbamoyl)cyclobutyl (8-amino-7-fluoro-6-(8-methyl-2,3-dihydro-1H-pyrido[2,3-b][1,4]oxazin-7-yl)isoquinolin-3-yl)carbamate NC=1C(=C(C=C2C=C(N=CC12)NC(OC1CC(C1)C(N(C)C)=O)=O)C1=C(C2=C(OCCN2)N=C1)C)F